[Si](C)(C)(C(C)(C)C)OCC=1NC2=CC(=CC=C2C1)C#N 2-{[(tert-butyldimethylsilyl)oxy]methyl}-1H-indole-6-carbonitrile